5-(2,4-difluorophenyl)-6,7-dihydro-2-[(3-methoxyphenyl)methoxy]-thiazolo[5,4-c]pyridin-4(5H)-one FC1=C(C=CC(=C1)F)N1C(C2=C(CC1)N=C(S2)OCC2=CC(=CC=C2)OC)=O